CNCCS(=O)(=O)C 2-(methyl-amino)-1-(methyl-sulfonyl)ethane